di-tert-butyl 3-acetyl-3,6,7-triazabicyclo[3.2.1]octane-6,7-dicarboxylate C(C)(=O)N1CC2N(N(C(C1)C2)C(=O)OC(C)(C)C)C(=O)OC(C)(C)C